BrC1=CC=C(C(=N1)CO)OCOC (6-bromo-3-(methoxymethoxy)pyridin-2-yl)methanol